3,3-difluoropyrroline-1-sulfonyl chloride FC1(CN(CC1)S(=O)(=O)Cl)F